4-bromo-N-(tert-butoxycarbonyl)thiophene-3-formamide BrC=1C(=CSC1)C(=O)NC(=O)OC(C)(C)C